[(5-chloropyridin-3-yl)methyl]({2-[(9R)-9-(pyridin-4-yl)-6-oxaspiro[4.5]decan-9-yl]ethyl})amine ClC=1C=C(C=NC1)CNCC[C@]1(CCOC2(CCCC2)C1)C1=CC=NC=C1